(2S,3S,4E,6E,8S,9S)-3-amino-9-methoxy-2,6,8-trimethyl-10-phenyldec-4,6-dienoic acid N[C@H]([C@@H](C(=O)O)C)\C=C\C(=C\[C@@H]([C@H](CC1=CC=CC=C1)OC)C)\C